Cl.CC1(CNCCO1)C 2,2-dimethylmorpholine hydrochloride